5-[6-(4,4-difluoropiperidine-1-carbonyl)-2-naphthyl]-2-methyl-isoindolin-1-one FC1(CCN(CC1)C(=O)C=1C=C2C=CC(=CC2=CC1)C=1C=C2CN(C(C2=CC1)=O)C)F